4-(4-Methoxyphenyl)-2-methyl-5-(9H-xanthen-9-yl)oxazole COC1=CC=C(C=C1)C=1N=C(OC1C1C2=CC=CC=C2OC=2C=CC=CC12)C